4-(tert-butyl)-2-(3,5-dichlorophenyl)dibenzo[b,d]Furan C(C)(C)(C)C1=CC(=CC2=C1OC1=C2C=CC=C1)C1=CC(=CC(=C1)Cl)Cl